(R)-N-((2R,3R,4R,5S,6S)-6-((7H-purin-6-yl)amino)-4,5-dihydroxy-2-(hydroxymethyl)tetrahydro-2H-pyran-3-yl)-4,4-difluoropyrrolidine-2-carboxamide N1=CN=C2N=CNC2=C1N[C@@H]1[C@H]([C@@H]([C@H]([C@@H](O1)CO)NC(=O)[C@@H]1NCC(C1)(F)F)O)O